7-methyl-N-((1-(2-morpholinophenyl)cyclopropyl)methyl)-1H-indole CC=1C=CC=C2C=CN(C12)CC1(CC1)C1=C(C=CC=C1)N1CCOCC1